4-methoxy-2-(((cis)-3-(methoxymethyl)tetrahydro-1H-pyrrolizin-7a(5H)-yl)methoxy)-5,6,7,8-tetrahydropyrido[3,4-d]pyrimidine COC=1C2=C(N=C(N1)OC[C@@]13CCCN3[C@@H](CC1)COC)CNCC2